C1(=CC=CC=C1)[C@@H](C)O |r| racemic-alpha-phenylethyl alcohol